7-cyanoisoquinolin C(#N)C1=CC=C2C=CN=CC2=C1